N(=O)C#N.[Zn] zinc nitrosocyanide